2-oxoimidazoline-1-carboxylate O=C1N(CCN1)C(=O)[O-]